N[C@H]1[C@@H](OB(OC1=O)[C@H](CC(C)C)NC([C@H]([C@@H](C)O)NC(C1=NC(=CC=C1)C1=CC=CC=C1)=O)=O)C(=O)OC methyl (4R,5S)-5-amino-2-((R)-1-((2S,3R)-3-hydroxy-2-(6-phenylpicolinamido) butanamido)-3-methylbutyl)-6-oxo-1,3,2-dioxaborinane-4-carboxylate